ClC1=CC=C(C=C1)N1N=C(C(=C1C1=CC=CC=C1)C=O)NS(=O)(=O)C1=CC=C(C=C1)C(F)(F)F N-(1-(4-chlorophenyl)-4-formyl-5-phenyl-1H-pyrazol-3-yl)-4-(trifluoromethyl)benzenesulfonamide